N-hydroxyl-nitrosoamine ONN=O